7-benzyl 9-tert-butyl (1S,5R)-3-oxa-7,9-diazabicyclo[3.3.1]nonane-7,9-dicarboxylate [C@@H]12COC[C@@H](CN(C1)C(=O)OCC1=CC=CC=C1)N2C(=O)OC(C)(C)C